(R)-N-(3-(1-((1-fluorocyclopropyl)methyl)-1H-pyrazolo[4,3-c]pyridin-6-yl)-1H-pyrazol-4-yl)-7-hydroxy-7-(trifluoromethyl)-4-azaspiro[2.5]octane-4-carboxamide FC1(CC1)CN1N=CC=2C=NC(=CC21)C2=NNC=C2NC(=O)N2C1(CC1)C[C@](CC2)(C(F)(F)F)O